benzyl-1-((4-(difluoromethyl)benzyl)sulfonyl)spiro[indoline-3,4'-piperidine] C(C1=CC=CC=C1)N1CCC2(CC1)CN(C1=CC=CC=C12)S(=O)(=O)CC1=CC=C(C=C1)C(F)F